N1N=CC(=C1)C1=CC=C(C2=C1N=CS2)C2=CC=C(N=N2)NC2CC(NC(C2)(C)C)(C)C 6-[4-(1H-pyrazol-4-yl)-1,3-benzothiazol-7-yl]-N-(2,2,6,6-tetramethylpiperidin-4-yl)pyridazin-3-amine